S(=O)=CCC 1-Sulfinylpropane